FC=1C=CC(=NC1)C1(CCN(CC1)C(CC#N)=O)CNC1=CC=CC=2N1C=C(N2)C(F)(F)F 3-(4-(5-fluoropyridin-2-yl)-4-(((2-(trifluoromethyl)imidazo[1,2-a]pyridin-5-yl)amino)methyl)piperidin-1-yl)-3-oxopropanenitrile